2-amino-4-((1-hydroxyhex-3-yl)amino)-1,5-naphthyridine-3-carbonitrile NC1=NC2=CC=CN=C2C(=C1C#N)NC(CCO)CCC